2-bromo-1-[4-(trifluoromethoxy)phenyl]ethan-1-one BrCC(=O)C1=CC=C(C=C1)OC(F)(F)F